C(=O)O.CN([C@@H]1[C@H](CC[C@@H](C1)C1=CC(=CC=C1)OC(F)(F)F)OC1=CC(=C(C=C1F)S(=O)(=O)NC1=NC=NC=C1)F)C 4-(((1S,2S,4S)-2-(dimethylamino)-4-(3-(trifluoromethoxy)phenyl)cyclohexyl)oxy)-2,5-difluoro-N-(pyrimidin-4-yl)benzenesulfonamide Formate